2-amino-5-(4-((1S,5R)-3-(tert-butoxycarbonyl)-3-azabicyclo[3.1.0]hex-1-yl)phenyl)nicotinic acid NC1=C(C(=O)O)C=C(C=N1)C1=CC=C(C=C1)[C@]12CN(C[C@@H]2C1)C(=O)OC(C)(C)C